C(CCC(=O)O)(=O)O.FC1=C(C(=O)NC2=NC(=CC=C2)C(=O)C2CCN(CC2)C)C(=CC(=C1)F)F.FC1=C(C(=O)NC2=NC(=CC=C2)C(=O)C2CCN(CC2)C)C(=CC(=C1)F)F 2,4,6-trifluoro-N-[6-(1-methyl-piperidin-4-ylcarbonyl)-pyridin-2-yl]-benzamide hemisuccinate salt